N-(3-(methylthio)propyl)acrylamide CSCCCNC(C=C)=O